C(CCCCCCCC)OCOCC\C=C/CC[Mg]I (3Z)-6-(nonyloxymethoxy)-3-hexenyl-magnesium iodide